ClC1=CC(N(C=C1)C(C)Cl)=O 4-chloro-1-(1-chloroethyl)pyridin-2-one